S1C2=C(C=C1C(C(=O)N[C@@H]([C@H](O)C1=CC=C(C=C1)OC1CC1)CN1CCCC1)=O)C=CC=C2 2-(benzo[b]thiophen-2-yl)-N-((1r,2r)-1-(4-cyclopropoxyphenyl)-1-hydroxy-3-(pyrrolidin-1-yl)propan-2-yl)-2-oxoacetamide